3-((dimethylamino)methyl)-N-(3-methoxybenzyl)-N-(4-(4-methylpiperazin-1-yl)benzyl)aniline CN(C)CC=1C=C(N(CC2=CC=C(C=C2)N2CCN(CC2)C)CC2=CC(=CC=C2)OC)C=CC1